5-(benzo[b]thiophen-6-yl)-N-(5-chloro-6-fluoro-1H-indol-3-yl)isoindoline-2-carboxamide S1C2=C(C=C1)C=CC(=C2)C=2C=C1CN(CC1=CC2)C(=O)NC2=CNC1=CC(=C(C=C21)Cl)F